CC1(C2CC3CC(CC1C3)C2)OC(=O)C2C3C=CC(C2)C3 5-(2-methyl-2-adamantyloxycarbonyl)-bicyclo[2.2.1]Hept-2-ene